8-chloro-N-(1-cyanocyclopropyl)-3-[5-(difluoromethyl)thiazol-2-yl]imidazo[1,5-a]pyridine-6-sulfonamide ClC=1C=2N(C=C(C1)S(=O)(=O)NC1(CC1)C#N)C(=NC2)C=2SC(=CN2)C(F)F